O1COC2=C1C=CC(=C2)N(C(=O)C=2C=C(C=CC2)N2N=C(C(=C2OC2=CC=C(C(=O)OC(C)(C)C)C=C2)C=O)C(F)(F)F)C Tert-butyl 4-[2-[3-[1,3-benzodioxol-5-yl (methyl)carbamoyl]phenyl]-4-formyl-5-(trifluoromethyl) pyrazol-3-yl]oxybenzoate